COC=1C(=CC2=C(OCO2)C1)C#CC=1C(=CC2=C(OCO2)C1)C=O 6-((6-methoxybenzo[d][1,3]dioxolan-5-yl)ethynyl)benzo[d][1,3]dioxolan-5-carbaldehyde